aluminum Magnesium Silicon [Si].[Mg].[Al]